4-(6-bromo-2,3-dihydro-1H-indol-1-yl)quinazoline BrC1=CC=C2CCN(C2=C1)C1=NC=NC2=CC=CC=C12